CN1C(=NN(C1=O)C1=C(C=CC=C1)F)C(=O)OCC ethyl 4-methyl-5-oxo-1-(2-fluorophenyl)-4,5-dihydro-1H-1,2,4-triazole-3-carboxylate